6,6'-bis(3-aminophenoxy)-3,3,3',3'-tetramethyl-1,1'-spirobiindan NC=1C=C(OC2=CC=C3C(CC4(C3=C2)CC(C2=CC=C(C=C24)OC2=CC(=CC=C2)N)(C)C)(C)C)C=CC1